(3E)-6-(methoxymethoxy)-3-hexenyllithium COCOCC/C=C/CC[Li]